NC1=C(C=CC(=C1)S(=O)(=O)C)C(C)=O 1-(2-Amino-4-(methyl-sulfonyl)phenyl)ethanone